(4-chloro-6-(4-(1-ethylpiperidin-4-yl)phenyl)-2H-indazol-2-yl)-2-((R)-6-fluoro-6,7-dihydro-5H-pyrrolo[1,2-c]imidazol-1-yl)-N-(thiazol-2-yl)acetamide ClC=1C2=CN(N=C2C=C(C1)C1=CC=C(C=C1)C1CCN(CC1)CC)C(C(=O)NC=1SC=CN1)C1=C2N(C=N1)C[C@@H](C2)F